2-(1-(cyclopropylsulfonyl)-1H-pyrazol-4-yl)-N-(4-(4-((2-fluoroethyl)amino)piperidin-1-yl)-5-((1-methyl-1H-pyrazol-3-yl)ethynyl)pyridin-2-yl)pyrimidin-4-amine C1(CC1)S(=O)(=O)N1N=CC(=C1)C1=NC=CC(=N1)NC1=NC=C(C(=C1)N1CCC(CC1)NCCF)C#CC1=NN(C=C1)C